(3E)-1-iodo-14,14-didecanyloxy-3-tetradecene ICC\C=C\CCCCCCCCCC(OCCCCCCCCCC)OCCCCCCCCCC